C[C@@]1(N(CC1)C(=O)OC(C)(C)C)C(NC)=O tert-butyl (2S)-2-methyl-2-(methylcarbamoyl)azetidine-1-carboxylate